C1(=C(N=C(C(=N1)Cl)N)N)C(=O)N=C(N)N The molecule is a member of the class of pyrazines resulting from the formal monoacylation of guanidine with the carboxy group of 3,5-diamino-6-chloropyrazine-2-carboxylic acid. It has a role as a sodium channel blocker and a diuretic. It is a member of pyrazines, an organochlorine compound, an aromatic amine and a member of guanidines. It is a conjugate base of an amiloride(1+).